6-(((1S,2S,4S)-4-(4-chloro-3-(trifluoromethyl)phenyl)-2-(dimethylamino)cyclohexyl)-oxy)-2-methyl-N-(pyrimidin-4-yl)pyridine-3-sulfonamide ClC1=C(C=C(C=C1)[C@@H]1C[C@@H]([C@H](CC1)OC1=CC=C(C(=N1)C)S(=O)(=O)NC1=NC=NC=C1)N(C)C)C(F)(F)F